ethyl 3-(3-(chloromethyl)-4-methylphenyl)-3-(7-methoxy-1-methyl-1H-benzo[d][1,2,3]triazol-5-yl)-propanoate ClCC=1C=C(C=CC1C)C(CC(=O)OCC)C1=CC2=C(N(N=N2)C)C(=C1)OC